3,5-dibromo-1-[3-hydroxy-2-(hydroxymethyl)propyl]pyrazole-4-carboxylic acid ethyl ester C(C)OC(=O)C=1C(=NN(C1Br)CC(CO)CO)Br